BrC=1C=C2C(=NN(C2=CC1)COCC[Si](C)(C)C)C(=O)OC methyl 5-bromo-1-(2-trimethylsilylethoxymethyl)indazole-3-carboxylate